4-(4-(bis(4-fluorophenyl)methyl)piperazin-1-yl)-3-nitro-1,5-naphthyridin-2(1H)-one FC1=CC=C(C=C1)C(N1CCN(CC1)C1=C(C(NC2=CC=CN=C12)=O)[N+](=O)[O-])C1=CC=C(C=C1)F